N1C=CC2=CC(=CC=C12)C1=CN(C2=NC=C(C=C21)C2=CC=C(C=C2)CN2CC(C2)OC)S(=O)(=O)C2=CC=C(C)C=C2 3-(1H-indol-5-yl)-5-(4-((3-methoxyazetidin-1-yl)methyl)phenyl)-1-tosyl-1H-pyrrolo[2,3-b]pyridine